O1COC2=C1C=CC(=C2)CN[C@@H](CC(=O)NCC(=O)NC/C=C/C(=O)OC)C2CCN(CC2)C(C)C2=CC=CC1=CC=CC=C21 methyl (E)-4-(2-((3S)-3-((benzo[d][1,3]dioxol-5-ylmethyl)amino)-3-(1-(1-(naphthalen-1-yl)ethyl)piperidin-4-yl)propanamido)acetamido)but-2-enoate